C1(CC1)C1=NNC(=C1)NC1=CC2=C(C(=NO2)NS(=O)(=O)C2=C(C=C(C=C2OC)C2CN(CCC2(F)F)C)OC)C=C1OC N-{6-[(3-cyclopropyl-1H-pyrazol-5-yl)amino]-5-methoxy-1,2-benzoxazol-3-yl}-4-(4,4-difluoro-1-methylpiperidin-3-yl)-2,6-dimethoxybenzene-1-sulfonamide